3-methyl-N-((1r,4r)-4-morpholinocyclohex-yl)-1-phenyl-1H-thieno[2,3-c]pyrazole-5-carboxamide CC=1C2=C(N(N1)C1=CC=CC=C1)SC(=C2)C(=O)NC2CCC(CC2)N2CCOCC2